(β-D-glucopyranoseuronic acid) O[C@H]1[C@H](O)[C@@H](O)[C@H](O)[C@H](O1)C(=O)O